C12CNCC(N1C=1C=C3CN(C(C3=CC1)=O)C1C(NC(CC1)=O)=O)C2 3-(5-(3,6-diazabicyclo[3.1.1]heptan-6-yl)-1-oxoisoindolin-2-yl)piperidine-2,6-dione